methyl 4-amino-2-fluoro-5-methoxy-benzoate NC1=CC(=C(C(=O)OC)C=C1OC)F